Hexanoic acid, 2-isopropoxyphenyl ester C(CCCCC)(=O)OC1=C(C=CC=C1)OC(C)C